C1(CCCC1)C1=C(C=CC=C1)C1=C(C=CC(=N1)C=1C(=NC(=CC1)F)S(=O)(=O)NCOC)C(F)(F)F (6-(2-cyclopentylphenyl)-5-(trifluoromethyl)pyridin-2-yl)-6-fluoro-N-(methoxymethyl)pyridine-2-sulfonamide